(2S)-2-(ethoxymethyl)-1-(4-nitrophenyl)-5-(4-(trifluoromethyl)phenyl)piperidine C(C)OC[C@H]1N(CC(CC1)C1=CC=C(C=C1)C(F)(F)F)C1=CC=C(C=C1)[N+](=O)[O-]